C(C=C)(=O)N[C@H]1CN(CCC1)CC=1C=NC=C(C(=O)NC2=CC=C(C=C2)C2=CC3=C(N=CN=C3N3CCOCC3)N2)C1 (R)-5-((3-acrylamidopiperidin-1-yl)methyl)-N-(4-(4-morpholino-7H-pyrrolo[2,3-d]pyrimidin-6-yl)phenyl)nicotinamide